2-{1-[(5-bromo-2-nitrophenyl)amino]-3-azabicyclo[3.2.2]nonan-3-yl}ethanol BrC=1C=CC(=C(C1)NC12CN(CC(CC1)CC2)CCO)[N+](=O)[O-]